(2-chloro-3-(hydroxymethyl)phenyl)sulfonamide ClC1=C(C=CC=C1CO)S(=O)(=O)N